pyrazolo[1,5-a]pyrimidine-3-carboxamide bistrifluoroacetate FC(C(=O)O)(F)F.FC(C(=O)O)(F)F.N1=CC(=C2N1C=CC=N2)C(=O)N